C(CC)OCCOCC(=O)O 2-(2-propoxyethoxy)acetic acid